azido-glutamine N(=[N+]=[N-])N[C@@H](CCC(N)=O)C(=O)O